5-(5-(3-bromophenyl)spiro[2.3]hexan-5-yl)-4-methyl-4H-1,2,4-triazole-3-thiol BrC=1C=C(C=CC1)C1(CC2(CC2)C1)C=1N(C(=NN1)S)C